S1C(=CC=C1C(=O)O)C=1SC(=CC1)C(=O)O 2,2'-bithiophene-5,5'-dicarboxylic acid